4-(4-(Prop-2-yn-1-yloxy)benzoyl)benzoic acid C(C#C)OC1=CC=C(C(=O)C2=CC=C(C(=O)O)C=C2)C=C1